The molecule is halogenated cyanine compound that binds nucleic acids. It has a role as a fluorochrome. It is an organic iodide salt and a cyanine dye. CN\\1C2=CC=CC=C2S/C1=C\\C3=CC(=[N+](C4=CC=CC=C43)C5=CC=CC=C5)Cl.[I-]